(2S,3S)-3-(2-fluoro-4-methylphenyl)-4-methylpentan-2-yl N-[(3-hydroxy-4-methoxypyridin-2-yl)carbonyl]-L-alaninate OC=1C(=NC=CC1OC)C(=O)N[C@@H](C)C(=O)O[C@@H](C)[C@@H](C(C)C)C1=C(C=C(C=C1)C)F